S1C(=CC=C1)B(OCC)OCC diethyl (thien-2-yl)boronate